7-fluoro-2-methyl-5-[5-(piperidin-4-yl)thieno[2,3-d][1,3]thiazol-2-yl]indazol-6-ol FC1=C(C(=CC2=CN(N=C12)C)C=1SC2=C(N1)SC(=C2)C2CCNCC2)O